1-amino-5-bromo-3-chloro-6-oxo-1,6-dihydropyridine-2-carboxamide NN1C(=C(C=C(C1=O)Br)Cl)C(=O)N